N-((3-fluorooxetan-3-yl)methyl)-5-(4-methoxyquinazolin-6-yl)pyrrolo[2,1-f][1,2,4]triazin-2-amine FC1(COC1)CNC1=NN2C(C=N1)=C(C=C2)C=2C=C1C(=NC=NC1=CC2)OC